Methyl (S)-2-((tert-butoxycarbonyl)amino)-3-(3-cyclopentyl-4-(cyclopentyloxy)phenyl)-propanoate C(C)(C)(C)OC(=O)N[C@H](C(=O)OC)CC1=CC(=C(C=C1)OC1CCCC1)C1CCCC1